NC1=C2C(=NC=N1)N(N=C2C2=CC=C(C=C2)OC2=CC=CC=C2)[C@H]2CN(CCC2)C(C=C)=O 1-[(3R)-3-[4-amino-3-(4-phenoxy-phenyl)pyrazolo[3,4-d]Pyrimidin-1-yl]Piperidin-1-yl]Prop-2-en-1-one